N-(azetidin-3-ylmethyl)-1-(4-chloro-2-methoxy-phenyl)-N-methyl-methanamine N1CC(C1)CN(CC1=C(C=C(C=C1)Cl)OC)C